ClC1=NC=C(C(=C1)N1CCC(CC1)CCN(C(OC(C)(C)C)=O)C)C#CC=1C=NN(C1)C tert-butyl (2-(1-(2-chloro-5-((1-methyl-1H-pyrazol-4-yl)ethynyl)pyridin-4-yl)piperidin-4-yl)ethyl)(methyl)carbamate